(3,5-dibromo-4-hydroxyphenyl)(6-ethyl-5-methyl-5H-pyrrolo[2,3-b]pyrazin-7-yl)methanone BrC=1C=C(C=C(C1O)Br)C(=O)C1=C(N(C2=NC=CN=C21)C)CC